2-Hydroxy-1-{1-[4-(2-hydroxy-2-methylpropionyl)phenyl]-1,3,3-trimethylindane-5-yl}-2-methylpropane-1-On OC(C(=O)C=1C=C2C(CC(C2=CC1)(C)C1=CC=C(C=C1)C(C(C)(C)O)=O)(C)C)(C)C